CN1N=C(C=C1)NC1=NN2C(C=C(C=C2)C2=CC(=NC=C2OC2C[C@@H]3COC[C@H](C2)N3)C#CC)=C1 N-(1-methylpyrazol-3-yl)-5-[5-[[(1S,5R)-3-oxa-9-azabicyclo[3.3.1]nonan-7-yl]oxy]-2-prop-1-ynyl-4-pyridyl]pyrazolo[1,5-a]pyridin-2-amine